N\C(=C(/C(=O)NC1CC1)\C#N)\C1=CC(=C(C(=C1)[N+](=O)[O-])O)O (Z)-3-amino-2-cyano-N-cyclopropyl-3-(3,4-dihydroxy-5-nitrophenyl)acrylamide